6-(4-amino-4-ethylpiperidin-1-yl)-3-(2,3-dichlorophenyl)-1H-pyrazolo[3,4-d]pyrimidine-4-carboxamide NC1(CCN(CC1)C1=NC(=C2C(=N1)NN=C2C2=C(C(=CC=C2)Cl)Cl)C(=O)N)CC